NC=1C(=CC(=NC1Cl)C1=NC(=NC(=N1)N[C@@H](C(F)(F)F)C)N[C@@H](C(F)(F)F)C)OC 6-(5-amino-6-chloro-4-methoxypyridin-2-yl)-N2,N4-bis((R)-1,1,1-trifluoropropan-2-yl)-1,3,5-triazine-2,4-diamine